CN(C(=O)C1CCC(CC1)C(=O)OC)[C@H](C(F)(F)F)C1=CC=C(C=C1)NC=1C=NN(C1C(F)(F)F)C1=CC=CC=C1 methyl (1r,4r)-4-{methyl[(1S)-2,2,2-trifluoro-1-(4-{[1-phenyl-5-(trifluoromethyl)-1H-pyrazol-4-yl]amino}phenyl)ethyl]carbamoyl}cyclohexane-1-carboxylate